N1C(=NC=C1)N1NC(=CC(=N1)C=1NC=CN1)C=1NC=CN1 2,4,6-triimidazolyl-triazine